7-nitro-3,4-dihydroisoquinolin-1(2H)-one [N+](=O)([O-])C1=CC=C2CCNC(C2=C1)=O